3-(phenoxymethyl)-8-azabicyclo[3.2.1]octane hydrochloride Cl.O(C1=CC=CC=C1)CC1CC2CCC(C1)N2